benzyl (2-(7-(2-(6-(trifluoromethyl)pyridin-2-yl)-5,6-dihydro-4H-pyrrolo[1,2-b]pyrazol-3-yl)quinoxalin-2-yl)ethyl)carbamate FC(C1=CC=CC(=N1)C=1C(=C2N(N1)CCC2)C2=CC=C1N=CC(=NC1=C2)CCNC(OCC2=CC=CC=C2)=O)(F)F